2-(5-(4-(7H-pyrrolo[2,3-d]pyrimidin-4-yl)-3,4-dihydro-2H-1,4-thiazin-6-yl)pyridin-3-yl)propan-2-ol N1=CN=C(C2=C1NC=C2)N2CCSC(=C2)C=2C=C(C=NC2)C(C)(C)O